S(C#N)C1=CC=C(C=C1)N1CCC(CC1)C 1-(4-thiocyanophenyl)-4-methylpiperidine